N-hydroxy-4-(2-methoxy-5-(methyl-(2-methyl-4-quinazolinyl)amino)phenoxy)benzamide ONC(C1=CC=C(C=C1)OC1=C(C=CC(=C1)N(C1=NC(=NC2=CC=CC=C12)C)C)OC)=O